CC1=C(N)C(=CC(=C1)OC)C 2,6-dimethyl-4-methoxyaniline